C(C=C)(=O)N1CC(C1)C1CCNC=2N1N=C(C2C(=O)N)C2=CC=C(C=C2)OCCC2=CC=CC=C2 7-(1-acryloylazetidin-3-yl)-2-(4-phenethoxyphenyl)-4,5,6,7-tetrahydropyrazolo[1,5-a]pyrimidine-3-carboxamide